ClC=1C=C(C=CC1F)N1C2=C3N=C(C4=NN(C(C(NCCCNCC1)=O)=C4)C)C=CC3=NC=C2 15-(3-chloro-4-fluorophenyl)-5-methyl-8,9,10,11,12,13,14,15-octahydro-2,19-etheno-3,6-(metheno)pyrido[3,4-f][1,2,5,8,11,15]hexaazacycloheptadecin-7(5H)-one